N1=CN=CC2=C1CCOC2 7,8-dihydro-5H-pyrano[4,3-d]pyrimidin